C(C(=O)[O-])(=O)[O-].[Fe+2].[Co+2].C(C(=O)[O-])(=O)[O-] Cobalt iron oxalate